C(C1=CC=CC=C1)OCCC1=C(N=C(S1)[C@@H](C[C@H](C(C)C)N(C(OC(C)(C)C)=O)C)O)CO[Si](C)(C)C(C)(C)C tert-Butyl [(1R,3R)-1-{5-[2-(benzyloxy)ethyl]-4-({[tert-butyl(dimethyl)silyl]oxy}methyl)-1,3-thiazol-2-yl}-1-hydroxy-4-methylpentan-3-yl]methylcarbamate